hexadecan-1-yl tricosanoate C(CCCCCCCCCCCCCCCCCCCCCC)(=O)OCCCCCCCCCCCCCCCC